N[C@@H](CCCCN)C(=O)N lysine amid